S(=O)(=O)(O)O.C(=O)(OC(C)(C)C)NC(SC)=N Boc-S-methyl-isothiourea sulfate